C1(CC1)C1=C(C=2C(=CN=CC2)N1C)C(=O)C1=CC(=C(C(=C1)Cl)O)Cl (2-cyclopropyl-1-methyl-1H-pyrrolo[2,3-c]pyridin-3-yl)(3,5-dichloro-4-hydroxyphenyl)methanone